(S)-(3-Fluorophenyl)((2R,5S)-5-(4-methoxybenzyl)pyrrolidin-2-yl)methanol hydrochloride Cl.FC=1C=C(C=CC1)[C@H](O)[C@@H]1N[C@@H](CC1)CC1=CC=C(C=C1)OC